NC1=NC(=C2C(=N1)N(N=C2)CC=2C=C(OCCCCC(=O)NO)C=CC2)C=2OC(=CC2)C 5-(3-((6-amino-4-(5-methylfuran-2-yl)-1H-pyrazolo[3,4-d]pyrimidin-1-yl)methyl)phenoxy)-N-hydroxypentanamide